C1(C\C=C\CCCCCCCCCCCCCCCC)C(=O)OC1=O trans-3-eicosene-1,1-dicarboxylic anhydride